2,1-benzoxazole-3-carboxylic acid N=1OC(=C2C1C=CC=C2)C(=O)O